C(CCC)[Sn](C(=C)C1=CC=C(C=C1)Cl)(CCCC)CCCC Tributyl-(1-(4-chlorophenyl)vinyl)stannane